tert-Butyl 4-[2-(3-cyanophenyl)-3-iodo-pyrazolo[1,5-a]pyrimidin-5-yl]oxypiperidine-1-carboxylate C(#N)C=1C=C(C=CC1)C1=NN2C(N=C(C=C2)OC2CCN(CC2)C(=O)OC(C)(C)C)=C1I